(4-(3-(Difluoro(imidazo[1,2-a]pyridin-6-yl)methyl)-[1,2,4]triazolo[4,3-b]pyridazin-6-yl)phenyl)dimethylphosphine oxide FC(C1=NN=C2N1N=C(C=C2)C2=CC=C(C=C2)P(C)(C)=O)(C=2C=CC=1N(C2)C=CN1)F